ClC1=C(C(=CC=C1Cl)O)C1CC(N(C1)CCN1C(=NC=C1)C)=S 4-(2,3-Dichloro-6-hydroxyphenyl)-1-(2-(2-methyl-1H-imidazol-1-yl)ethyl)pyrrolidine-2-thione